[2-(4-formylcyclohexyl)-6-(1-hydroxy-1-methyl-ethyl)indazol-5-yl]Cyclopropane Ethyl-4-chloro-2-[(methoxycarbonyl)amino]butanoate C(C)OC(C(CCCl)NC(=O)OC)=O.C(=O)C1CCC(CC1)N1N=C2C=C(C(=CC2=C1)C1CC1)C(C)(C)O